FC1=CC=C(C=C1)C(N1C[C@@H](N(C[C@H]1C)C1=C2N=C(N(C2=NC(=N1)Cl)CCN(C(OC(C)(C)C)=O)C)[2H])C)C1=CC=C(C=C1)F tert-butyl (2-(6-((2S,5R)-4-(bis(4-fluorophenyl)methyl)-2,5-dimethylpiperazin-1-yl)-2-chloro-9H-purin-9-yl-8-d)ethyl)(methyl)carbamate